N1C(=NC=C1)C(=O)N 1H-imidazole-carboxamide